(E)-2-hydroxy-3-isopentenyl-4-methoxy-6-(4-phenylbuten-1-yl)benzoic acid methyl ester COC(C1=C(C(=C(C=C1\C=C\CCC1=CC=CC=C1)OC)CCC(=C)C)O)=O